methyl [N-benzylcarbamoyl]methyl (2E)-but-2-ene-1,4-dioate C(\C=C\C(=O)OCC(NCC1=CC=CC=C1)=O)(=O)OC